10-(piperazin-1-yl)decane-1-amine N1(CCNCC1)CCCCCCCCCCN